Benzyl 3,3-difluorocyclobutanecarboxylate FC1(CC(C1)C(=O)OCC1=CC=CC=C1)F